tert-butyl (S)-3-(4-(2-((((9H-fluoren-9-yl)methoxy)carbonyl)amino)acetamido)phenyl)-2-((tert-butoxycarbonyl)amino)propanoate C1=CC=CC=2C3=CC=CC=C3C(C12)COC(=O)NCC(=O)NC1=CC=C(C=C1)C[C@@H](C(=O)OC(C)(C)C)NC(=O)OC(C)(C)C